BrC1=NC2=CC=C(C=C2C=C1)CO[Si](C)(C)C(C)(C)C 2-Bromo-6-(((tert-butyldimethylsilyl)oxy)methyl)quinoline